3-amino-4-(7-fluoro-1H-indazol-4-yl)-6-[(E)-4-hydroxybut-1-enyl]-1H-1,7-phenanthrolin-2-one NC=1C(NC2=C3C=CC=NC3=C(C=C2C1C1=C2C=NNC2=C(C=C1)F)\C=C\CCO)=O